9-benzyl-2-oxa-6,9-diazaspiro[4.5]decane-7,10-dione C(C1=CC=CC=C1)N1CC(NC2(CCOC2)C1=O)=O